N-(4-((9,10-dihydro-4-hydroxy-9,10-dioxo-1-anthryl)amino)phenyl)acetamide OC1=CC=C(C=2C(C3=CC=CC=C3C(C12)=O)=O)NC1=CC=C(C=C1)NC(C)=O